[Fe].[Al] aluminium iron salt